C(CCCCCCCCCCCCCCCCC)(=O)[NH-].[Na+] sodium monooctadecanoyl-amide